ON1[C@@H]2CC[C@H](N(C1=O)C2)C(NC(=O)C=2SC=C(N2)C2=CC=CC=C2)=N N-(((2S,5R)-6-hydroxy-7-oxo-1,6-diazabicyclo[3.2.1]octan-2-yl)(imino)methyl)-4-phenylthiazole-2-carboxamide